C1(CC1)C1=C(C=CC=C1)C1N(CCC1)C1CC2(C1)CCN(CC2)C2=CC=C(C(=O)O)C=C2 4-(2-(2-(2-cyclopropylphenyl)pyrrolidin-1-yl)-7-azaspiro[3.5]Nonane-7-yl)benzoic acid